4-(N-CYCLOPENTYLSULFAMOYL)PHENYLBORONIC ACID B1(OC(C(O1)(C)C)(C)C)C2=CC=C(C=C2)S(=O)(=O)NC3CCCC3